BrC1=C(C=C(C(=O)N2CC=3N(C[C@H]2C)C(N(C3C(=O)N[C@@H](C)C3=CC=C(C=C3)OC)C3=CC=C(C=C3)OC3CC3)=O)C=C1)Cl |&1:12| (6RS)-7-(4-bromo-3-chloro-benzoyl)-2-[4-(cyclopropoxy)phenyl]-N-[(1S)-1-(4-methoxyphenyl)ethyl]-6-methyl-3-oxo-6,8-dihydro-5H-imidazo[1,5-a]pyrazine-1-carboxamide